ClC=1C(=C(C=CC1Cl)O)[C@@H]1CC2=NN=C(N2C1)[C@@H]1CNCC1 3,4-dichloro-2-((S)-3-((S)-pyrrolidin-3-yl)-6,7-dihydro-5H-pyrrolo[2,1-c][1,2,4]triazol-6-yl)phenol